OC12OC3=C(C1(C(C1=CC=CC=C12)=O)NC(C(CC1=C(C=CC=C1)[N+](=O)[O-])=O)=O)C=CC(=C3)C(C)C N-(4b-hydroxy-7-isopropyl-10-oxo-9b,10-dihydro-4bH-indeno[1,2-b]benzofuran-9b-yl)-3-(2-nitrophenyl)-2-oxopropanamide